(S)-(1-amino-5-bromo-2,3-dihydro-1H-inden-1-yl)methanol N[C@]1(CCC2=CC(=CC=C12)Br)CO